C(C1=CC=CC=C1)OC(=O)N1CC2(CC2)[C@@H](C1)NC(=O)OC(C)(C)C (S)-7-((tert-butoxycarbonyl)amino)-5-azaspiro[2.4]heptane-5-carboxylic acid benzyl ester